lysine n-butylamide dicarbamate C(N)(O)=O.C(N)(O)=O.C(CCC)NC([C@@H](N)CCCCN)=O